(2S,5R)-1-(3,5-Dimethoxybenzoyl)-5-phenylpyrrolidine-2-carboxylic acid COC=1C=C(C(=O)N2[C@@H](CC[C@@H]2C2=CC=CC=C2)C(=O)O)C=C(C1)OC